diallylamine pyromellitate C(C=1C(C(=O)O)=CC(C(=O)O)=C(C(=O)O)C1)(=O)O.C(C=C)NCC=C